maleic acid methyl ester potassium salt [K+].COC(\C=C/C(=O)[O-])=O